2,7-bis(4,4,5,5-tetramethyl-1,3,2-dioxaborolan-2-yl)-9,9-bis(6'-bromohexyl)fluorene CC1(OB(OC1(C)C)C1=CC=2C(C3=CC(=CC=C3C2C=C1)B1OC(C(O1)(C)C)(C)C)(CCCCCCBr)CCCCCCBr)C